C1=C(C=CC2=CC=CC=C12)NC1=CC=C(C=C1)NC1=CC2=CC=CC=C2C=C1 bis(β-naphthyl)p-phenylenediamine